FC1=C(C=CC=C1)[C@H](CN1C(=C(C(C=C1)=O)O)C)O (R)-1-(2-(2-fluorophenyl)-2-hydroxyethyl)-3-hydroxy-2-methylpyridin-4(1H)-one